5-Bromo-benzooxazol-2-one BrC=1C=CC2=C(NC(O2)=O)C1